trifluoromethoxyaniline isocyanate [N-]=C=O.FC(ONC1=CC=CC=C1)(F)F